CP([O-])(=O)C.[Li+] Lithium dimethylphosphinate